C(C)(C)(C)OC(=O)N1C[C@]([C@H](C1)CC=C)(C(=O)OCC1=CC=CC=C1)NC(=O)OCC1=CC=CC=C1 (3R,4S)-4-allyl-3-(benzyloxycarbonylamino)pyrrolidine-1,3-dicarboxylic acid 3-phenylmethyl 1-tert-butyl ester